4-[(E)-2-[2-[2-(5-Morpholinoisoindolin-2-yl)pyrimidin-4-yl]pyrimidin-4-yl]vinyl]pyridin-2-amine O1CCN(CC1)C=1C=C2CN(CC2=CC1)C1=NC=CC(=N1)C1=NC=CC(=N1)/C=C/C1=CC(=NC=C1)N